C(#N)C1=C(C(=C(C(=C1F)F)C#N)F)F 1,4-dicyano-tetrafluorobenzene